2-((2-methoxy-4-nitrophenyl)carbamoyl)phenyl piperazine-1-carboxylate N1(CCNCC1)C(=O)OC1=C(C=CC=C1)C(NC1=C(C=C(C=C1)[N+](=O)[O-])OC)=O